ClC=1N=C2C(=C(C(N(C2=CC1)C)=O)C#N)N(C)[C@@H]1CC[C@H](CC1)N(C1=CC2=C(OCO2)C=C1C)CC1CCC1 trans-6-chloro-4-((4-((cyclobutylmethyl)(6-methylbenzo[d][1,3]dioxol-5-yl)amino)cyclohexyl)(methyl)amino)-1-methyl-2-oxo-1,2-dihydro-1,5-naphthyridine-3-carbonitrile